tert-butyl-(3-methyloxetan-3-yl)carbonylamine C(C)(C)(C)NC(=O)C1(COC1)C